(S)-(ethyl {[2-(diethylamino)ethyl]sulfanyl}ethyl)phosphinate C(C)[C@@H](CP([O-])=O)SCCN(CC)CC